BrC1=CC(=C(C(=C1)C)NC(CC(C)(C)C)=O)C1CCC(CC1)(F)F N-(4-bromo-2-(4,4-difluorocyclohexyl)-6-methylphenyl)-3,3-dimethylbutanamide